ClC=1C=C(CN2CCC(CC2)CNC2=C3C(=NC=C2C(=O)NC)NC=C3)C=CC1 4-(((1-(3-Chlorobenzyl)piperidin-4-yl)methyl)amino)-N-methyl-1H-pyrrolo[2,3-b]pyridine-5-carboxamide